cis-5-((5-(3-((4-cyclopropylpyridazin-3-yl)oxy)cyclopentyl)-1H-pyrazol-3-yl)amino)-4-fluoro-2,3-dihydrobenzo[d]isothiazole 1,1-dioxide C1(CC1)C1=C(N=NC=C1)O[C@H]1C[C@H](CC1)C1=CC(=NN1)NC=1C=CC2=C(CNS2(=O)=O)C1F